FC(OC1=C(C(=CC=C1)F)C=1C=CC(=NC1)N[C@@H]1C[C@H](CC1)NC1=NC=2C(=NC=CC2)N1)F (1S,3S)-N1-(5-(2-(Difluoromethoxy)-6-fluorophenyl)pyridin-2-yl)-N3-(3H-imidazo[4,5-b]pyridin-2-yl)cyclopentane-1,3-diamine